1-(5-(difluoromethyl)-1,3,4-thiadiazol-2-yl)-N-(1-(difluoromethyl)cyclopropyl)-5-(2-oxa-7-azaspiro[3.5]nonan-7-yl)imidazo[1,5-a]pyridine-7-sulfonamide FC(C1=NN=C(S1)C=1N=CN2C1C=C(C=C2N2CCC1(COC1)CC2)S(=O)(=O)NC2(CC2)C(F)F)F